C(C)OC(=O)C=1N=NN(C1Cl)CC1=CC=C(C=C1)OC 5-chloro-1-(4-methoxybenzyl)-1H-1,2,3-triazole-4-carboxylic acid ethyl ester